C(C1=CC=CC=C1)C=1C=NC(=NC1)C=1CCNCC1 5-benzyl-2-(1,2,3,6-tetrahydropyridin-4-yl)pyrimidine